O1CC(C1)CNC(=O)C=1C=C2CCN3C(C2=CC1)=CC(=NC3=O)OCC3OC=1C(=NC=CC1)OC3 2-(2,3-Dihydro-[1,4]dioxino[2,3-b]pyridin-2-ylmethoxy)-4-oxo-6,7-dihydro-4H-pyrimido[6,1-a]isoquinoline-9-carboxylic acid (oxetan-3-ylmethyl)-amide